NC=1C2=C(N(C(N1)=O)C=1C(=C(C#N)C=CC1)C)N=C(C=C2)C2CC2 (-)-3-(4-amino-7-cyclopropyl-2-oxopyrido[2,3-d]pyrimidin-1(2H)-yl)-2-methylbenzonitrile